C(C1=CC=CC=C1)(=O)N1C(N(C=CC1=O)[C@H]1[C@@H]([C@@H]([C@H](O1)/C=C/P(OC)(OC)=O)O[Si](C)(C)C(C)(C)C)SC)=O dimethyl ((E)-2-((2R,3R,4R,5R)-5-(3-benzoyl-2,4-dioxo-3,4-dihydropyrimidin-1(2H)-yl)-3-((tert-butyldimethylsilyl)oxy)-4-(methylthio)tetrahydrofuran-2-yl)vinyl)phosphonate